ClC1=C(OC2=NC=C(C=C2C(=O)NC2=CC(=CC=C2)C#N)C(F)(F)F)C=CC(=C1)OC(F)(F)F 2-[2-chloro-4-(trifluoromethoxy)phenoxy]-N-(3-cyanophenyl)-5-(trifluoromethyl)pyridine-3-carboxamide